3-(5-(5-((3R,5R)-3-amino-5-fluoropiperidine-1-carbonyl)-7-methoxy-1-methyl-1H-benzo[d]imidazol-2-yl)-2,3-dihydro-1H-pyrrolo[1,2,3-de]quinoxalin-1-yl)-3-oxopropanenitrile N[C@H]1CN(C[C@@H](C1)F)C(=O)C1=CC2=C(N(C(=N2)C2=CC=3C=4N2CCN(C4C=CC3)C(CC#N)=O)C)C(=C1)OC